2-[2,4-bis(trifluoromethyl)phenyl]-N-{[5-(5-bromopyrimidin-2-yl)-1,3,4-oxadiazol-2-yl]methyl}-N-(4-fluorophenyl)acetamide FC(C1=C(C=CC(=C1)C(F)(F)F)CC(=O)N(C1=CC=C(C=C1)F)CC=1OC(=NN1)C1=NC=C(C=N1)Br)(F)F